CC1=NN2C(C(NCC2)=O)=C1NC(=O)[C@H]1[C@@H](CCCC1)C(C1=CC=C(C=C1)C1=CC=NN1)=O (1R,2R)-N-(2-Methyl-4-oxo-4,5,6,7-tetrahydropyrazolo[1,5-a]pyrazin-3-yl)-2-[4-(1H-pyrazol-5-yl)benzoyl]cyclohexanecarboxamide